O=C1N2C(=NN1CCC(=O)OC(C)(C)C)CCC2 tert-butyl 3-(3-oxo-6,7-dihydro-3H-pyrrolo[2,1-c][1,2,4]triazol-2(5H)-yl)propanoate